5-[4-amino-5-(trifluoromethyl)pyrrolo[2,1-f][1,2,4]triazin-7-yl]-2-chloro-N-[(3R,4S)-1-(2,2-difluorocyclopropanecarbonyl)-4-fluoropyrrolidin-3-yl]benzamide NC1=NC=NN2C1=C(C=C2C=2C=CC(=C(C(=O)N[C@@H]1CN(C[C@@H]1F)C(=O)C1C(C1)(F)F)C2)Cl)C(F)(F)F